1-(1-acetylpiperidin-4-yl)-5-(tert-butoxycarbonyl)-2-oxo-1,2-dihydropyridine-4-carboxylic acid C(C)(=O)N1CCC(CC1)N1C(C=C(C(=C1)C(=O)OC(C)(C)C)C(=O)O)=O